1-((5,6-bis(benzyloxy)pyrimidin-4-yl)methyl)-4-(4-((4-(((1,1-dioxidotetrahydrothiophen-3-yl)amino)methyl)phenyl)ethynyl)phenyl)-3-isopropylimidazolidin-2-one C(C1=CC=CC=C1)OC=1C(=NC=NC1OCC1=CC=CC=C1)CN1C(N(C(C1)C1=CC=C(C=C1)C#CC1=CC=C(C=C1)CNC1CS(CC1)(=O)=O)C(C)C)=O